C(\C=C\C(=O)OC1CC1)(=O)OC1CCC(CC1)CC(C)C (4-isobutylcyclohexyl) cyclopropyl fumarate